4-(4-hydroxyphenyl)piperazine-1-carboxylic acid tert-butyl ester C(C)(C)(C)OC(=O)N1CCN(CC1)C1=CC=C(C=C1)O